5-[4-(2-Hydroxyethyl)piperazine-1-carbonyl]-2H-pyrazole-3-carboxylic acid {2-[5-(3,4-dichlorophenyl)furan-2-yl]ethyl}amide ClC=1C=C(C=CC1Cl)C1=CC=C(O1)CCNC(=O)C=1NN=C(C1)C(=O)N1CCN(CC1)CCO